2-[4-Fluoro-2-isopropyl-6-(2-methoxy-4-pyridyl)phenyl]-N-[(1-methyl-3-piperidyl)-(1-methylpyrazol-4-yl)sulfamoyl]acetamide sodium salt [Na].FC1=CC(=C(C(=C1)C1=CC(=NC=C1)OC)CC(=O)NS(N(C=1C=NN(C1)C)C1CN(CCC1)C)(=O)=O)C(C)C